CN(S(=O)(=O)C1=C(C(=O)N(C)C)C(=C(C(=C1F)F)F)F)C 2-(N,N-dimethylsulfamoyl)-3,4,5,6-tetrafluoro-N,N-dimethylbenzamide